2-methyl-3-(4-methylendioxyphenyl)propanal CC(C=O)CC1=CC=C2C(=C1)OCO2